N1C[C@H](CC1)OC(C1=CC=C(C=C1)C=1C=NC2=CC=C(C=C2C1)C=1N=CNC1C1=NC(=CC=C1)C)=O [(3S)-pyrrolidin-3-yl]4-[6-[5-(6-methyl-2-pyridyl)-1H-imidazol-4-yl]-3-quinolyl]benzoate